OCCN1C=NC2=C1C=C(C=C2)C2=CC=C1N2CCN(C1=O)CCC(C)C 6-[1-(2-hydroxyethyl)-1H-benzimidazol-6-yl]-2-(3-methylbutyl)-3,4-dihydropyrrolo[1,2-a]pyrazin-1(2H)-one